C(C)N(C(=O)C=1C2=CN(N=C2C(=CC1)C1CCC2(OCCO2)CC1)C)CC N,N-diethyl-2-methyl-7-(1,4-dioxaspiro[4.5]decan-8-yl)-2H-indazole-4-carboxamide